FC=1C=CC=C2NC(C=3N(C12)N=CC3C)=O 9-fluoro-3-methylpyrazolo[1,5-a]quinoxalin-4(5H)-one